O1CCOC12CCC(CC2)C2=NC=CC=C2CC(CC2(CCOC1(CCCC1)C2)C2=NC=CC=C2)N ((2-(1,4-dioxaspiro[4.5]decan-8-yl)pyridin-3-yl)methyl)-2-(9-(pyridin-2-yl)-6-oxaspiro[4.5]decan-9-yl)ethanamine